COC=1C=C2C=CNC(C2=CC1OC)=O 6,7-dimethoxyisoquinolin-1(2H)one